C(C)NN1C=NCC1 ethylaminoimidazoline